8-(6-(((1-(3-azabicyclo[3.1.0]hexan-3-yl)-2-methylpropan-2-yl)oxy)methyl)pyridin-3-yl)-1-isopropyl-3-methyl-1H-imidazo[4,5-c]cinnolin-2(3H)-one C12CN(CC2C1)CC(C)(C)OCC1=CC=C(C=N1)C1=CC=2C3=C(N=NC2C=C1)N(C(N3C(C)C)=O)C